(1R,2S,3S)-N-(7-chloro-6-(1-((3R,4R)-4-hydroxy-3-methyltetrahydrofuran-3-yl)piperidin-4-yl)isoquinolin-3-yl)-2-ethyl-3-(pyridin-2-yl)cyclopropane-1-carboxamide ClC1=C(C=C2C=C(N=CC2=C1)NC(=O)[C@@H]1[C@H]([C@@H]1C1=NC=CC=C1)CC)C1CCN(CC1)[C@@]1(COC[C@@H]1O)C